1,3,2-dioxaphosphorinane-2-ol O1P(OCCC1)O